methyl 5,6,7,8-tetrahydroimidazo[1,2-a]pyrazine-2-carboxylate N=1C(=CN2C1CNCC2)C(=O)OC